N-[3-[2-(4-fluoroanilino)-1-methyl-2-oxo-ethyl]-1-bicyclo[1.1.1]pentanyl]triazolo[1,5-a]pyridin-1-ium-4-carboxamide FC1=CC=C(NC(C(C)C23CC(C2)(C3)NC(=O)C=3C=2N(C=CC3)[NH+]=NC2)=O)C=C1